C1(CC1)C1=C(C=CC(=C1)NCC1=CC=C(C=C1)C(F)(F)F)S(=O)(=O)N cyclopropyl-4-[[4-(trifluoromethyl)phenyl]methylamino]benzenesulfonamide